ClC1=C(C=NC2=C1N=CN=C2C2=CC(=CC(=C2)Cl)Cl)C(=O)N[C@H]2CCOC1=CC=CC=C21 8-chloro-4-(3,5-dichlorophenyl)-N-[(4S)-3,4-dihydro-2H-chromen-4-yl]pyrido[3,2-d]pyrimidine-7-carboxamide